OC(CCC)C1=CC(=C(C=N1)C=1C(N(C2=CC(=NC=C2C1)NC(=O)C1CC1)CCOC)=O)C N-(3-(6-(1-hydroxybutyl)-4-methylpyridin-3-yl)-1-(2-methoxyethyl)-2-oxo-1,2-dihydro-1,6-naphthyridin-7-yl)cyclopropanecarboxamide